C(C)(C)(C)C1=CC=2C(C=3C=CC=C4C(C=5C=C(C=CC5N(C34)C2C=C1)C(C)(C)C)=O)=O 3,11-di-tert-butylquinolino[3,2,1-de]acridine-5,9-dione